(R)-2-(4,4-dimethylpiperidin-1-yl)-6-methyl-8-(1-((2-(trifluoromethyl)phenyl)amino)ethyl)-4H-chromen-4-one CC1(CCN(CC1)C=1OC2=C(C=C(C=C2C(C1)=O)C)[C@@H](C)NC1=C(C=CC=C1)C(F)(F)F)C